1-(4-methoxyphenyl)-2-(4-nitrophenyl)-2,3-dihydropyridin-4-one COC1=CC=C(C=C1)N1C(CC(C=C1)=O)C1=CC=C(C=C1)[N+](=O)[O-]